O=C1NC(CCC1N1C(N(C2=C1C=CC(=C2)C=2C=C(OCCN1CCN(CC1)C(=O)OC(C)(C)C)C=CC2)C)=O)=O tert-butyl 4-(2-{3-[1-(2,6-dioxopiperidin-3-yl)-3-methyl-2-oxo-1,3-benzodiazol-5-yl]phenoxy}ethyl)piperazine-1-carboxylate